FC=1C=CC(=NC1)NC1=CC2=C(C=N1)C(NN2C2=CC(=C(C#N)C=C2)OC)=O 4-(6-((5-fluoropyridin-2-yl)amino)-3-oxo-2,3-dihydro-1H-pyrazolo[4,3-c]pyridin-1-yl)-2-methoxybenzonitrile